1-((3-(benzylamino)pyridin-4-yl)methyl)-N-(4-(2-isopropoxypropan-2-yl)thiazol-2-yl)-1H-pyrrole-2-carboxamide C(C1=CC=CC=C1)NC=1C=NC=CC1CN1C(=CC=C1)C(=O)NC=1SC=C(N1)C(C)(C)OC(C)C